nonacen-8-ol C1=CC=CC2=CC3=CC4=CC5=C(C6=CC7=CC8=CC9=CC=CC=C9C=C8C=C7C=C6C=C5C=C4C=C3C=C12)O